2,2'-Azobis(1-imino-1-pyrrolidino-2-ethylpropan) dihydrochlorid Cl.Cl.N(=NC(C(=N)N1CCCC1)(C)CC)C(C(N1CCCC1)=N)(C)CC